C(CCCCC)SP(=S)(OCCCCCC)[O-].[Ca+].N(=[N+]=[N-])C(C(C1=CC=CC=C1)NS(=O)(=O)C1=CC=C(C)C=C1)C1=CC=CC=C1 N-(2-azido-1,2-diphenylethyl)p-toluenesulfonamide calcium di(hexyl)dithiophosphate